C(=C)C(C(C)=O)C(C)=O 3-vinyl-pentane-2,4-dione